ClC1=CC(=NC(=C1)C1CC1)CN1C(C2=CC=CC=C2C1=O)=O 2-[(4-chloro-6-cyclopropylpyridin-2-yl)methyl]-2,3-dihydro-1H-isoindole-1,3-dione